FC=1C=C(SC1C(NC=1C=CC2=CN(N=C2C1)C)=O)N1CC(N(CC1)C(=O)OC(C)(C)C)C tert-butyl 4-[4-fluoro-5-[(2-methylindazol-6-yl)carbamoyl]thiophen-2-yl]-2-methylpiperazine-1-carboxylate